N1=CC(=CC=C1)C(CCC=C)O 1-(pyridin-3-yl)pent-4-en-1-ol